2,4-dichloro-1-(4-phenylbut-1-en-3-yn-2-yl)benzene ClC1=C(C=CC(=C1)Cl)C(=C)C#CC1=CC=CC=C1